OC1=C2C(C=CC3=C4C=CC(C=5C=CC=C(C(C=C1)=C23)C54)=O)=O 4-hydroxy-3,10-perylenequinone